tert-butyl (2-((R)-1-(((R)-tert-butylsulfinyl)amino)ethyl)-5-chloro-3-methylthieno[3,2-b]pyridin-7-yl)(furan-2-ylmethyl)carbamate C(C)(C)(C)[S@@](=O)N[C@H](C)C1=C(C2=NC(=CC(=C2S1)N(C(OC(C)(C)C)=O)CC=1OC=CC1)Cl)C